[Cl-].C(CCC)[N+](C)(CCCC)CCCC tributylmethylammonium chloride salt